O[C@@H](C(=O)N[C@H]1C[C@H](CC1)C1=NNC(=C1)NC(CC1=CC(=NO1)C)=O)C(C)C (R)-2-hydroxy-3-methyl-N-((1R,3S)-3-(5-(2-(3-methylisoxazol-5-yl)acetamido)-1H-pyrazol-3-yl)cyclopentyl)butanamide